C1(CC1)[C@@H](\C=C\S(=O)(=O)C)NC(=O)C=1C(=NC(=NC1)OCC(F)(F)F)OC1=CC=CC=C1 (S,E)-N-(1-cyclopropyl-3-(methylsulfonyl)allyl)-4-phenoxy-2-(2,2,2-trifluoroethoxy)pyrimidine-5-carboxamide